[N+](=O)([O-])C1=C(C(=CC(=C1)[N+](=O)[O-])[N+](=O)[O-])O.[Na] sodium 2,4,6-trinitrophenol